FC1=C(C(=CC=C1)F)COC1CN(CC1)C(CN1N=C(C2=C1CCC2)C(=O)N2C[C@H](O[C@H](C2)C)C)=O 1-{3-[(2,6-difluorophenyl)methoxy]pyrrolidin-1-yl}-2-{3-[(2R,6S)-2,6-dimethylmorpholine-4-carbonyl]-5,6-dihydrocyclopenta[c]pyrazol-1(4H)-yl}ethan-1-one